C(C)(C)(C)C=1N=C(SC1)[C@H](CC1=CC=C(C=C1)NS(=O)(=O)O)NC([C@H](CC1=CC=CC=C1)NC(=O)OC)=O 4-{(S)-2-(4-tert-butylthiazol-2-yl)-2-[(S)-2-(methoxycarbonylamino)-3-phenyl-propionylamino]ethyl}phenylaminosulfonic acid